(3R,7R)-2-(3,4-dichlorobenzoyl)-3,7-dimethyl-9-((R*)-1-(4-(5-methyl-2H-tetrazol-2-yl)phenyl)ethyl)-1,2,3,4,8,9-hexahydropyrido[4',3':3,4]pyrazolo[1,5-a]pyrazin-10(7H)-one ClC=1C=C(C(=O)N2CC=3C(=NN4C3C(N(C[C@H]4C)[C@H](C)C4=CC=C(C=C4)N4N=C(N=N4)C)=O)C[C@H]2C)C=CC1Cl |o1:18|